acryloxyheptylmethyldimethoxysilane C(C=C)(=O)OCCCCCCC[Si](OC)(OC)C